N1N=NC(=C1)C(=O)OC Methyl triazole-4-carboxylate